C(#N)C1N(CC2=CC(=CC=C12)S(=O)(=O)CCOC)C(=O)OC(C)(C)C tert-Butyl 1-cyano-5-(2-methoxyethylsulfonyl)isoindoline-2-carboxylate